(benzylamino)-2-(5-methyl-2-furyl)pyrazolo[1,5-a]pyrimidine-3-carbonitrile C(C1=CC=CC=C1)NC1=NC=2N(C=C1)N=C(C2C#N)C=2OC(=CC2)C